N[C@H]1C[C@](CC1)(C(=O)N1CC=2C=C(C=NC2[C@@H](C1)NC(OC(C)(C)C)=O)C(F)(F)F)C(C)C tert-Butyl ((R)-6-((1S,3R)-3-amino-1-isopropylcyclopentane-1-carbonyl)-3-(trifluoromethyl)-5,6,7,8-tetrahydro-1,6-naphthyridin-8-yl)carbamate